N-{4-[(5R)-7-chloro-4,4-difluoro-5-hydroxy-5-(hydroxymethyl)-2,3,4,5-tetrahydro-1H-1-benzazepin-1-carbonyl]phenyl}-2-(trifluoromethyl)benzamide ClC=1C=CC2=C([C@](C(CCN2C(=O)C2=CC=C(C=C2)NC(C2=C(C=CC=C2)C(F)(F)F)=O)(F)F)(CO)O)C1